ClC1=C(C=CC(=C1)Cl)C1=C(C2=C(SCC1)C=C(C=C2)C(=O)OC)OS(=O)(=O)C(F)(F)F methyl 4-(2,4-dichlorophenyl)-5-(((trifluoromethyl)sulfonyl)oxy)-2,3-dihydrobenzo[b]thiepine-8-carboxylate